ClC1=CC2=C(N(C(N=C2N2[C@H](CN([C@@H](C2)C)C(C=C)=O)C)=O)C=2C(=NC=CC2C)C(C)C)N=C1C1=C(C=CC=C1)NS(=O)(=O)C (M)-N-[2-[6-Chloro-4-[(2S,5R)-2,5-dimethyl-4-prop-2-enoyl-piperazin-1-yl]-1-(2-isopropyl-4-methyl-3-pyridyl)-2-oxo-pyrido[2,3-d]pyrimidin-7-yl]phenyl]methanesulfonamide